N-[6-methoxy-2-[4-(4-piperidinyloxy)cyclohexyl]Indazol-5-yl]Carbamic acid tert-butyl ester C(C)(C)(C)OC(NC1=CC2=CN(N=C2C=C1OC)C1CCC(CC1)OC1CCNCC1)=O